1-bromo-7-(1H-indazol-5-yl)-8,9,10,11-tetrahydro-3H-pyrazolo[4,3-a]phenanthridine BrC1=NNC=2C1=C1C=3CCCCC3C(=NC1=CC2)C=2C=C1C=NNC1=CC2